(2S,4R)-5,5-dihydroxy-9-[(1-{[(2R)-4-methylmorpholin-2-yl]acetyl}azetidin-3-yl)oxy]-5-boranuidatricyclo[5.4.0.02,4]undeca-1(11),7,9-triene-8-carboxylic acid disodium salt [Na+].[Na+].O[B-]1([C@@H]2C[C@@H]2C2=CC=C(C(=C2C1)C(=O)O)OC1CN(C1)C(C[C@@H]1CN(CCO1)C)=O)O.O[B-]1([C@@H]2C[C@@H]2C2=CC=C(C(=C2C1)C(=O)O)OC1CN(C1)C(C[C@@H]1CN(CCO1)C)=O)O